(1-bromoindolizin-3-yl)(4-methoxyphenyl)methanone BrC=1C=C(N2C=CC=CC12)C(=O)C1=CC=C(C=C1)OC